C(C)CS monoethyl-methyl mercaptan